ethoxysulfate CCOOS(=O)(=O)OOCC